ClC1=C(C=CC=2C3=C(NC12)CCN(C3C)C(=O)C3=NC=C(C=N3)N3CCN(CC3)C3COC3)Cl (6,7-dichloro-1-methyl-1,3,4,5-tetrahydro-2H-pyrido[4,3-b]indol-2-yl)(5-(4-(oxetan-3-yl)piperazin-1-yl)pyrimidin-2-yl)methanone